ClC1=CC=C(C=C1)NC(CSC1=NN=C(N1N=CC1=CC=C(C=C1)O)COC1=CC=CC=C1)=O N-(4-chlorophenyl)-2-((4-((4-hydroxybenzylidene)amino)-5-(phenoxymethyl)-4H-1,2,4-triazol-3-yl)thio)acetamide